O=C1NC(CCC1N1C(C2=CC=C(C=C2CC1)N1CC(CC1)CN1CCC(CC1)C1=CC=C(C=C1)NC=1N=C(N=NC1C(=O)N)N1CCCCC1)=O)=O 5-((4-(1-((1-(2-(2,6-dioxopiperidin-3-yl)-1-oxo-1,2,3,4-tetrahydroisoquinoline-6-yl)pyrrolidin-3-yl)methyl)piperidin-4-yl)phenyl)amino)-3-(piperidin-1-yl)-1,2,4-triazine-6-Formamide